2-(3,5-dichlorophenyl)-N-(2-hydroxypropyl)benzo[d]oxazole-6-carboxamide ClC=1C=C(C=C(C1)Cl)C=1OC2=C(N1)C=CC(=C2)C(=O)NCC(C)O